C(C)(=O)NC1=CC=C(CN2C(=NC3(C2=O)CN(CC3)C3=NC=NC=C3OC3=C(C(=O)N(C)C(C)C)C=C(C=C3)F)N)C=C1 2-((4-(3-(4-acetamidobenzyl)-2-amino-4-oxo-1,3,7-triazaspiro[4.4]non-1-en-7-yl)pyrimidin-5-yl)oxy)-5-fluoro-N-isopropyl-N-methylbenzamide